C(#N)C=1N=CC(=NC1)NC1=CC(=C(N=N1)C(=O)NC1CCCC1)NCC1CNCCC1 6-(5-cyanopyrazin-2-ylamino)-N-cyclopentyl-4-(piperidin-3-ylmethylamino)pyridazine-3-carboxamide